3-(methylthio)-1,2,4-thiadiazol-5-amine CSC1=NSC(=N1)N